5,5-dimethyl-3-(4-(methyl-(4-(piperidin-1-yl)butyl)amino)styryl)cyclohex-2-en CC1(CC(=CCC1)C=CC1=CC=C(C=C1)N(CCCCN1CCCCC1)C)C